cyclopentyl-methyl-[rac-(3R)-3-[4-(6-oxo-1H-pyridin-3-yl)phenyl]-3-[[rac-(6S)-6-tert-butyl-5,6,7,8-tetrahydrothieno[2,3-b]quinoline-2-carbonyl]amino]propyl]ammonium C1(CCCC1)[NH+](CC[C@@H](NC(=O)C1=CC=2C(=NC=3CC[C@@H](CC3C2)C(C)(C)C)S1)C1=CC=C(C=C1)C1=CNC(C=C1)=O)C |r|